3-(3-(1-(2-(5-((4,6-difluoro-1H-indol-5-yl)oxy)-2-fluorophenyl)-1H-imidazol-5-yl)ethyl)-2,5-difluorophenyl)propanoic acid FC1=C2C=CNC2=CC(=C1OC=1C=CC(=C(C1)C=1NC(=CN1)C(C)C=1C(=C(C=C(C1)F)CCC(=O)O)F)F)F